FC1([C@H]2CC(C[C@@H]12)C(=O)N)F (1R,3s,5S)-6,6-difluoro-bicyclo[3.1.0]hexane-3-carboxamide